2-ethylbutyl (3S,4aR,6R,8aR)-6-{2-[2-(acetoxymethyl)-2H-tetraazol-5-yl]ethyl}perhydro-3-isoquinolinecarboxylate C(C)(=O)OCN1N=C(N=N1)CC[C@@H]1C[C@@H]2C[C@H](NC[C@@H]2CC1)C(=O)OCC(CC)CC